C12(CC3CC(CC(C1)C3)C2)C=2C=C(C=CC2OC)N2C(CC(C3=CC(=C(C=C23)C)/C=C/C2=C(C(CC(C2)(C)C)=O)SC2=CC=CC=C2)C)(C)C 3-[(E)-2-[1-[3-(1-adamantyl)-4-methoxy-phenyl]-2,2,4,7-tetramethyl-3,4-dihydroquinolin-6-yl]vinyl]-5,5-dimethyl-2-phenylsulfanyl-cyclohex-2-en-1-one